2-(4-cyclopropyl-6-methoxypyrimidin-5-yl)-4-(4-(1-ethyl-4-(trifluoromethyl)-1H-imidazol-2-yl)-3-fluorobenzyl)-6,7-dihydropyrazolo[1,5-a]pyrimidin C1(CC1)C1=NC=NC(=C1C1=NN2C(N(CCC2)CC2=CC(=C(C=C2)C=2N(C=C(N2)C(F)(F)F)CC)F)=C1)OC